Lead Acetate Sodium Acetate C(C)(=O)[O-].[Na+].C(C)(=O)[O-].[Pb+2]